C(O)(O)=O.[K+].[N-]=[N+]=[N-].C(C=1C(N)=CC=CC1)(=O)N Anthranilamide azide potassium carbonate